C1(CCC1)SC1=NC=CC=C1C1=CC=C(C=C1)C(COCC(=O)O)(F)F {2-[4-(2-Cyclobutylsulfanyl-pyridin-3-yl)-phenyl]-2,2-difluoro-ethoxy}-acetic acid